4-(1-((tert-butoxy)carbonyl)pyrrolidin-2-yl)benzoic acid C(C)(C)(C)OC(=O)N1C(CCC1)C1=CC=C(C(=O)O)C=C1